methyl 6-(bromomethyl)-2-(3,4-dichlorophenyl)-1-ethyl-4-oxo-pyridine-3-carboxylate BrCC1=CC(C(=C(N1CC)C1=CC(=C(C=C1)Cl)Cl)C(=O)OC)=O